6-(4-((4-(4-(2,4-dioxo-1,2,3,4-tetrahydropyrimidin-5-yl)phenyl)piperazin-1-yl)methyl)piperidin-1-yl)pyridazin-3-carboxamide O=C1NC=C(C(N1)=O)C1=CC=C(C=C1)N1CCN(CC1)CC1CCN(CC1)C1=CC=C(N=N1)C(=O)N